ClC1=C2C[C@H]([C@@H](C2=CC=C1)NC(OC(C)(C)C)=O)C=O tert-Butyl N-[(1S,2R)-4-chloro-2-formyl-2,3-dihydro-1H-inden-1-yl]carbamate